2-Chloro-N-{2-[4-(difluoromethyl)-1,3-thiazol-5-yl]-2-[4-({3-methyl-[1,2,4]triazolo[4,3-a]pyrazin-8-yl}oxy)piperidin-1-yl]ethyl}-6-fluorobenzamide ClC1=C(C(=O)NCC(N2CCC(CC2)OC=2C=3N(C=CN2)C(=NN3)C)C3=C(N=CS3)C(F)F)C(=CC=C1)F